C(CCCCC)C(CO)CCCCCC 2-hexyloctanol